2-(1-methoxyethyl-1H-indazol-3-yl)isoindoline-1,3-dione COC(C)N1N=C(C2=CC=CC=C12)N1C(C2=CC=CC=C2C1=O)=O